tert-Butyl [2-[(1-amino-2-naphthyl)amino]ethyl]carbamate NC1=C(C=CC2=CC=CC=C12)NCCNC(OC(C)(C)C)=O